C(#N)C1=CC(=C(OC2=NC=C(C=C2C(=O)NC2=CC(=CC=C2)SC)C(F)(F)F)C=C1)OC 2-(4-cyano-2-methoxy-phenoxy)-N-(3-methylsulfanylphenyl)-5-(trifluoromethyl)pyridine-3-carboxamide